1-(3-Fluoropropyl)azetidin-3-amine ethane-1,2-disulfonate C(CS(=O)(=O)O)S(=O)(=O)O.FCCCN1CC(C1)N